ClC=1C=NC(=C(C(=O)N(C)[C@H]2COC3=C2C=CC(=C3)F)C1)OC |r| racemic-5-chloro-N-(6-fluoro-2,3-dihydrobenzofuran-3-yl)-2-methoxy-N-methylnicotinamide